FC=1C=CC(=C(C1)C(C)=NO)OCC1=CC=C(C=C1)OC 1-(5-fluoro-2-((4-methoxybenzyl)oxy)phenyl)ethan-1-one oxime